FC=1C=C(C=CC1)C(C)NC(=O)N1CCC2=CC=CC=C12 N-(1-(3-fluorophenyl)ethyl)indoline-1-carboxamide